C1(=CC=CC=C1)N(C(=O)C=1OC=CC1)C1C(CN(CC1)CCC1=CC=CC=C1)C N-Phenyl-N-[3-methyl-1-(2-phenylethyl)piperidin-4-yl]furan-2-carboxamide